BrC1=C(C=C2C(=C(C(=NC2=C1F)OC[C@@H]1N(CCC1)C)C=O)N[C@@H]1C[C@H](N(CC1)C(=O)OC(C)(C)C)CCO[Si](C)(C)C(C)(C)C)Cl tert-butyl (2S,4S)-4-((7-bromo-6-chloro-8-fluoro-3-formyl-2-(((R)-1-methylpyrrolidin-2-yl)methoxy)quinolin-4-yl)amino)-2-(2-((tert-butyldimethylsilyl)oxy)ethyl)piperidine-1-carboxylate